C(CCCCCCCCCCCCCCCCCCCCC(=O)N)CCCCCCCCCCCCCCCCCC(=O)N butylenebis-stearamide